CCC=C 3-buten